3-(4-fluorophenoxy)-2,2-dimethylpropionic acid FC1=CC=C(OCC(C(=O)O)(C)C)C=C1